3-[[3-[3-(trifluoromethyl)phenyl]imidazo[1,2-b]pyridazin-6-yl]amino]propan-1-ol FC(C=1C=C(C=CC1)C1=CN=C2N1N=C(C=C2)NCCCO)(F)F